FC(CN1C=NC(=C1C=1C=CC=2N(C1)C(=CN2)C(=O)N)C2=CC=C(C=C2)F)F 6-(1-(2,2-difluoroethyl)-4-(4-fluoro-phenyl)-1H-imidazol-5-yl)imidazo[1,2-a]pyridine-3-carboxamide